4-cyclopropylsulfonyl-2-fluoro-pyridine C1(CC1)S(=O)(=O)C1=CC(=NC=C1)F